FC1=CC=C(C=C1)NC(=O)OC=1C=C(C=CC1)C=1C=NC=C(C(=O)OCC)C1 ethyl 5-(3-(((4-fluorophenyl)carbamoyl)oxy)phenyl)nicotinate